(2-(2,6-dioxopiperidin-3-yl)-3-oxoisoindolin-5-yl)methyl(2,6-difluoro-[1,1'-biphenyl]-4-yl)carbamate O=C1NC(CCC1N1CC2=CC=C(C=C2C1=O)OC(N(C1=CC(=C(C(=C1)F)C1=CC=CC=C1)F)C)=O)=O